(Z)-1-(4-amino-2-fluorobut-2-en-1-yl)-4-(3-(N-cyclopropylsulfamoyl)phenyl)-N-methyl-1H-benzo[d][1,2,3]triazol-6-carboxamide hydrochloride Cl.NC\C=C(\CN1N=NC2=C1C=C(C=C2C2=CC(=CC=C2)S(NC2CC2)(=O)=O)C(=O)NC)/F